C(C=1C=C(C=C(C(=O)O)C1)C(=O)O)C=1C=C(C=C(C(=O)O)C1)C(=O)O 5,5'-methylene-bis-isophthalic acid